(E,E)-Farnesylacetate C(\C=C(/C)\CC\C=C(/C)\CCC=C(C)C)CC(=O)[O-]